tert-butyl (tert-butoxycarbonyl)(7-(3-(1-(2,2-difluoro-1-(4-fluorophenyl)propyl)-1H-pyrazol-4-yl)-2-fluorophenyl)-[1,2,4]triazolo[1,5-a]pyridin-2-yl)carbamate C(C)(C)(C)OC(=O)N(C(OC(C)(C)C)=O)C1=NN2C(C=C(C=C2)C2=C(C(=CC=C2)C=2C=NN(C2)C(C(C)(F)F)C2=CC=C(C=C2)F)F)=N1